N[C@@H](CCC(=O)NCC(=O)O)C(=O)O gamma-glutamyl-Glycine